(5S)-4-[5-(3,5-dichlorophenyl)-4H-isoxazol-3-yl]-2-methylbenzoic acid ClC=1C=C(C=C(C1)Cl)[C@@H]1CC(=NO1)C1=CC(=C(C(=O)O)C=C1)C